perfluorohexyl-ethoxy-1,2-epoxypropane FC1(C(O1)(OC(C(F)(F)F)(F)F)C(C(C(C(C(C(F)(F)F)(F)F)(F)F)(F)F)(F)F)(F)F)C(F)(F)F